BrC=1C=CC(=C(C1)C(CC(C)O[Si](C)(C)C(C)(C)C)OCC1=CC=C(C=C1)OC)I ((4-(5-bromo-2-iodophenyl)-4-((4-methoxybenzyl)oxy)but-2-yl)oxy)(tert-butyl)dimethylsilane